C1(CCCCC1)NC1=NC(=NC=C1F)NC1=CC2=C(B(OC2)O)C=C1 5-((4-(cyclohexylamino)-5-fluoropyrimidin-2-yl)amino)benzo[c][1,2]oxaborol-1(3H)-ol